1,3,5-tris(4-hydroxy-3-methylphenyl)-1,3,5-triazine-2,4,6(1h,3h,5h)-trione OC1=C(C=C(C=C1)N1C(N(C(N(C1=O)C1=CC(=C(C=C1)O)C)=O)C1=CC(=C(C=C1)O)C)=O)C